2-(4-(1-(6-(5-cyano-1H-pyrazolo[3,4-b]pyridin-1-yl)-4-(((R)-1-cyanoethyl)amino)pyridin-3-yl)-1H-1,2,3-triazol-4-yl)-1-hydroxycyclohexyl)ethyl pivalate C(C(C)(C)C)(=O)OCCC1(CCC(CC1)C=1N=NN(C1)C=1C=NC(=CC1N[C@H](C)C#N)N1N=CC=2C1=NC=C(C2)C#N)O